CC1=CN(C(C2=CN=CC(=C12)C1=CC=CC=C1)=O)CC=1N=C2N(C=C(C=C2)C)C1 4-methyl-2-((6-methylimidazo[1,2-a]pyridin-2-yl)methyl)-5-phenyl-2,7-naphthyridin-1(2H)-one